(3-(hexadecyloxy)propyl)phosphate C(CCCCCCCCCCCCCCC)OCCCOP(=O)([O-])[O-]